3-(3-cyano-4-hydroxy-5-methylphenyl)-1,2,4-oxadiazole-5-carboxylic acid methyl ester COC(=O)C1=NC(=NO1)C1=CC(=C(C(=C1)C)O)C#N